CN(C(C=C)=O)C=1C=C2C(=CN(C2=CC1)C1=NC(=NC=C1C)NC=1N(N=CC1)C)C N-methyl-N-[3-methyl-1-[5-methyl-2-[(2-methylpyrazol-3-yl)amino]pyrimidin-4-yl]indol-5-yl]prop-2-enamide